(2S,4R)-1-{2-[(3,3-difluoroazetidine-1-carbonyl)amino]acetyl}-4-fluoro-N-[(S)-phenyl[5-(propan-2-yl)pyridin-2-yl]methyl]pyrrolidine-2-carboxamide FC1(CN(C1)C(=O)NCC(=O)N1[C@@H](C[C@H](C1)F)C(=O)N[C@H](C1=NC=C(C=C1)C(C)C)C1=CC=CC=C1)F